C(C1CO1)OCCCC[Si](OCC)(OCC)OCC δ-glycidoxybutyltriethoxysilane